4-(4-(4-(4-bromophenyl)piperazin-1-yl)phenyl)-2-(3-hydroxybutan-2-yl)-2,4-dihydro-3H-1,2,4-triazol-3-one BrC1=CC=C(C=C1)N1CCN(CC1)C1=CC=C(C=C1)N1C(N(N=C1)C(C)C(C)O)=O